C(C1=CC=CC=C1)(C1=CC=CC=C1)(C1=CC=CC=C1)SC(C)O trityl-thioethanol